C(C)(C)(C)OC(NC1CCNCC1)=O piperidin-4-yl-carbamic acid tert-butyl ester